N-(2-(5-(2-acetamidopyridin-4-yl)-2-(methylthio)-1-((2-(trimethylsilyl)ethoxy)methyl)-1H-imidazol-4-yl)phenyl)-3-phenylpropanamide C(C)(=O)NC1=NC=CC(=C1)C1=C(N=C(N1COCC[Si](C)(C)C)SC)C1=C(C=CC=C1)NC(CCC1=CC=CC=C1)=O